4-(((3',4'-dichloro-[1,1'-biphenyl]-4-yl)thio)methyl)-1H-1,2,3-triazole-5-carboxylic acid ClC=1C=C(C=CC1Cl)C1=CC=C(C=C1)SCC=1N=NNC1C(=O)O